1-desoxymethylsphingosine C(=O)C[C@H](N)[C@H](O)\C=C\CCCCCCCCCCCCC